C(C)C1=C(C=CC(=C1)O)S(=O)(=O)C1=C(C=C(C=C1)O)CC Bis-(2-ethyl-4-hydroxyphenyl) sulfone